2-chloro-4-(difluoromethyl)aniline ClC1=C(N)C=CC(=C1)C(F)F